methyl heptanoate isostearate C(CCCCCCCCCCCCCCC(C)C)(=O)O.C(CCCCCC)(=O)OC